5-(3-isopropyl-5-(1-((1-methyl-1H-1,2,4-triazol-5-yl)methyl)piperidin-4-yl)-1H-indol-2-yl)-1,3-dimethylpyridin-2(1H)-one C(C)(C)C1=C(NC2=CC=C(C=C12)C1CCN(CC1)CC1=NC=NN1C)C=1C=C(C(N(C1)C)=O)C